CC1=CC=2C(=CN=CC2)N1C dimethyl-1H-pyrrolo[2,3-c]pyridine